3-(3-(4-chloro-3-trifluoromethylphenyl)ureido)-N-(2-(2-hydroxyethoxy)ethyl)-2,3,4,9-tetrahydro-1H-carbazole-6-carboxamide ClC1=C(C=C(C=C1)NC(NC1CCC=2NC3=CC=C(C=C3C2C1)C(=O)NCCOCCO)=O)C(F)(F)F